3-methyl-4-hydroxy-6-(4-tert-butylphenyl)-1,3-thiazine-2-thione CN1C(SC(=CC1O)C1=CC=C(C=C1)C(C)(C)C)=S